5,6-dimethyl-1H-benzimidazole-2-acetic acid ethyl ester C(C)OC(CC1=NC2=C(N1)C=C(C(=C2)C)C)=O